CC(=O)OC[C@]12[C@@H]([C@@H]([C@@H]3[C@H]([C@]14[C@@]([C@H]([C@@H]([C@@H]2OC(=O)C)OC(=O)C)OC(=O)C(CCC5=C(C=CC=N5)C(=O)OC[C@@]3(O4)C)(C)OC(=O)C6=CC=CC=C6)(C)O)OC(=O)C)OC(=O)C)OC(=O)C The molecule is a sesquiterpene alkaloid that is isolated from Tripterygium wilfordii. It has a role as a plant metabolite. It is an acetate ester, a benzoate ester, a dihydroagarofuran sesquiterpenoid, a macrolide, a pyridine alkaloid and a sesquiterpene alkaloid.